(R)-6-(2,6-dichloro-3,5-dimethoxyphenyl)-N-(3,3-dimethylbut-2-yl)-2-(methylthio)pyrido[3,4-d]pyrimidine-8-amine ClC1=C(C(=C(C=C1OC)OC)Cl)C1=CC2=C(N=C(N=C2)SC)C(=N1)N[C@H](C)C(C)(C)C